COC(=O)C1=NC(=CC=C1NC(C)C=1C=C(C=C2C(C=C(OC12)SCC)=O)C)Cl 6-chloro-3-[1-(2-ethylsulfanyl-6-methyl-4-oxo-chromen-8-yl)ethylamino]pyridine-2-carboxylic acid methyl ester